Methyl N-(2-cyanophenyl)-N-methylglycinate C(#N)C1=C(C=CC=C1)N(CC(=O)OC)C